4-(4-(6-amino-5-(5-(pyridin-3-yl)-1,3,4-oxadiazol-2-yl)pyridin-3-yl)-1H-pyrazol-1-yl)piperidine-1-carboxylic acid tert-butyl ester C(C)(C)(C)OC(=O)N1CCC(CC1)N1N=CC(=C1)C=1C=NC(=C(C1)C=1OC(=NN1)C=1C=NC=CC1)N